S1C2=C(C=C1)C=C(C=C2)C2=NN=C(C=1N2C=CN1)Cl 5-(benzo[b]thiophen-5-yl)-8-chloroimidazo[1,2-d][1,2,4]triazine